FC1(CN(C[C@@H](C1)N1C(C(CC1)C)=O)C(=O)OC1=CC=C(C=C1)OC(F)(F)F)F 4-(trifluoromethoxy)phenyl (5R)-3,3-difluoro-5-(3-methyl-2-oxopyrrolidin-1-yl)piperidine-1-carboxylate